diethyl 2-(4-(4-((benzyloxy) carbonyl)-piperazin-1-yl)-3-chlorophenyl)-4-hydroxy-4-methyl-6-oxocyclohexane-1,3-dicarboxylate C(C1=CC=CC=C1)OC(=O)N1CCN(CC1)C1=C(C=C(C=C1)C1C(C(CC(C1C(=O)OCC)(C)O)=O)C(=O)OCC)Cl